OCCOC(CCCCCCC\C=C/CCCCCCCC)=O (Z)-oleic acid-2-hydroxyethyl ester